CC1=CC=CC(=N1)C1=C(C=NN1)C=1C(=NC=CC1)C=1C=C(C(=O)NC2CCOCC2)C=CC1 3-[[5-(6-Methyl-2-pyridinyl)-1H-pyrazole-4-yl]-pyridin-2-yl]-N-(tetrahydro-2H-pyran-4-yl)benzamide